C(=O)C1=C(C=C2CCN(CC2=C1)C1=CC=C(C(=O)N)C=C1)OC 4-(7-formyl-6-methoxy-3,4-dihydro-1H-isoquinolin-2-yl)-benzamide